3-methyl-5-(2-methyl-4-(6-(trifluoromethyl)-1,5-naphthyridin-2-yl)phenyl)-2-(morpholinomethyl)-6,7-dihydropyrazolo[1,5-a]pyrazin-4(5H)-one CC=1C(=NN2C1C(N(CC2)C2=C(C=C(C=C2)C2=NC1=CC=C(N=C1C=C2)C(F)(F)F)C)=O)CN2CCOCC2